N1(CCC1)C1=CC=C(C=C1)C1=CC(=NO1)C1=CC=C(C=C1)CC 5-[4-(azetidin-1-yl)phenyl]-3-(4-ethylphenyl)-1,2-oxazol